CC1=CC2=C(C(=C1O)O)C(=O)C3=C(C2=O)C=CC=C3O The molecule is a trihydroxyanthraquinone that is 9,10-anthraquinone which is substituted by a methyl substituent at C-3 and by hydroxy groups at C-1, C-2 and C-8. It derives from a chrysophanol.